N-(4-(4-(cyclohexylsulfonamido)-2-ethylphenyl)-1H-pyrrolo[2,3-b]pyridin-6-yl)cyclopropylcarboxamide C1(CCCCC1)S(=O)(=O)NC1=CC(=C(C=C1)C1=C2C(=NC(=C1)NC(=O)C1CC1)NC=C2)CC